C(=O)C1=NC2=CC=C(C=C2C(=C1)C1=CC=CC2=CC=CC=C12)C(=O)OC(C)(C)C tert-butyl 2-formyl-4-(naphthalen-1-yl)quinoline-6-carboxylate